(Z)-3-ethoxy-4-(oct-3-en-1-yloxy)benzaldehyde C(C)OC=1C=C(C=O)C=CC1OCC\C=C/CCCC